tert-butyl N-(4-[[3-([4-[1-(benzenesulfonyl)indol-3-yl]-5-chloropyrimidin-2-yl]amino)phenyl] carbamoyl]phenyl)carbamate C1(=CC=CC=C1)S(=O)(=O)N1C=C(C2=CC=CC=C12)C1=NC(=NC=C1Cl)NC=1C=C(C=CC1)NC(=O)C1=CC=C(C=C1)NC(OC(C)(C)C)=O